diphenyl-2,4,6-trimethyl-benzoyl-phosphine oxide C1(=CC=CC=C1)P(C(C1=C(C=C(C=C1C)C)C)=O)(C1=CC=CC=C1)=O